2-cyano-N-(pyridin-3-ylmethyl)acetamide methyl-(S)-3-(8-chloro-6-(2-chlorophenyl)-1-((2-(diethylamino)ethyl)thio)-4H-benzo[f][1,2,4]triazolo[4,3-a][1,4]diazepin-4-yl)propionate COC(CC[C@H]1C=2N(C3=C(C(=N1)C1=C(C=CC=C1)Cl)C=C(C=C3)Cl)C(=NN2)SCCN(CC)CC)=O.C(#N)CC(=O)NCC=2C=NC=CC2